1,4-bis[2-methacryloxyethylamino]-9,10-anthraquinone C(C(=C)C)(=O)OCCNC1=CC=C(C=2C(C3=CC=CC=C3C(C12)=O)=O)NCCOC(C(=C)C)=O